1-cyanato-4-nitrobenzene O(C#N)C1=CC=C(C=C1)[N+](=O)[O-]